BrC1=CC=C(S1)[C@H]1C[C@@H](N(S(N1)(=O)=O)C)C(=O)NC1=CC(=C(C=C1)F)Cl (3R,5R)-5-(5-bromothiophen-2-yl)-N-(3-chloro-4-fluorophenyl)-2-methyl-1,2,6-thiadiazinane-3-carboxamide 1,1-dioxide